ClC=1C=C(C(=NC1)N1C([C@H](N(C(C1)=O)CC1=CC=C(C=C1)C(F)F)C12CC(C1)(C2)C(=O)N)=O)F (R)-3-(4-(5-chloro-3-fluoropyridin-2-yl)-3,6-dioxo-1-(4-(difluoro-methyl)benzyl)piperazin-2-yl)bicyclo[1.1.1]pentane-1-carboxamide